CC1=NC=C(C(=N1)C)B(O)O (2,4-dimethylpyrimidin-5-yl)boronic acid